2-Amino-2-(hydroxymethyl)-1,3-propanediol hydrochloride Tris-HCl Cl.Cl.Cl.Cl.NC(CO)(CO)CO